(12-(pyridin-2-yl)-1,4-dioxadispiro[4.0.46.45]tetradecan-12-yl)methyl methanesulfonate CS(=O)(=O)OCC1(CC2(C3(OCCO3)CC1)CCCC2)C2=NC=CC=C2